C1(CCCCCCCCCCCCCC1)CC(=O)OCCCCCC(CCCCCOC(CC1CCCCCCCCCCCCCC1)=O)N(C)CCCCO 6-((4-Hydroxybutyl)(methyl)amino)undecane-1,11-diyl bis(2-cyclopentadecyl-acetate)